C(C1=CC=CC=C1)C1=C(C=C(C=C1)C)O 2-benzyl-5-methyl-phenol